N1CCC(CC1)CC=1C=C(C=CC1)CN (3-(piperidin-4-ylmethyl)phenyl)methylamine